ClC=1C(=C(C=CC1F)C(=O)N1CC2(C1)C=C(C(C(C2)(C)C)=O)C#N)F 2-(3-chloro-2,4-difluorobenzene-1-carbonyl)-8,8-dimethyl-7-oxo-2-azaspiro[3.5]non-5-ene-6-carbonitrile